N,N-diglycidyl-o-toluidine C(C1CO1)N(C=1C(=CC=CC1)C)CC1CO1